C(C)(C)(C)OC(=O)O[O-] tert-butylperoxycarbonate